C1(=CC=C(C=C1)N(C1=CC=C(C=C1)C1=CC(=C(C=C1)C1=CC=CC=C1)C1=CC=CC=C1)C1=CC=C(C=C1)C1=CC(=CC=C1)C1=CC=CC2=CC=CC=C12)C1=CC=CC=C1 biphenyl-4-yl-{3'-(naphthalene-1-yl)-biphenyl-4-yl}-(2'-phenyl-[1,1':4',1'']terphenyl-4''-yl)-amine